N5-(8-(5-chloro-2-fluorophenyl)pyrido[3,4-d]pyrimidin-2-yl)-N2-(1-(2-fluoroethyl)azetidin-3-yl)pyridine-2,5-diamine ClC=1C=CC(=C(C1)C1=NC=CC2=C1N=C(N=C2)NC=2C=CC(=NC2)NC2CN(C2)CCF)F